BrC=1C=C(SC1)C1=CN=CC=N1 6-(4-bromothiophen-2-yl)pyrazin